1-(7-(8-ethylnaphthalen-1-yl)-2-((tetrahydro-1H-pyrrolizin-7a(5H)-yl)methoxy)-5,6,7,8-tetrahydropyrido[3,4-d]pyrimidin-4-yl)-4-(hydroxymethyl)piperidin-3-ol C(C)C=1C=CC=C2C=CC=C(C12)N1CC=2N=C(N=C(C2CC1)N1CC(C(CC1)CO)O)OCC12CCCN2CCC1